BrC1=CC=C(C=C1)[C@@H](C(F)(F)F)NC(=O)C1CCC(CC1)CNC(OC(C)(C)C)=O tert-butyl (S)-((4-((1-(4-bromophenyl)-2,2,2-trifluoroethyl)carbamoyl)cyclohexyl)methyl)carbamate